C(=O)C1=CC2=C(OCCN2C(=O)OC(C)(C)C)C=C1 tert-butyl 6-formyl-2,3-dihydro-4H-benzo[b][1,4]oxazine-4-carboxylate